N-(6-(5-chloro-6-fluoro-7-(isopropylamino)-1H-indazol-4-yl)imidazo[1,2-a]pyrazin-2-yl)-2-(methylthio)acetamide ClC=1C(=C2C=NNC2=C(C1F)NC(C)C)C=1N=CC=2N(C1)C=C(N2)NC(CSC)=O